2-[4-benzyloxy-6-(4-tert-butyl-2-methyl-phenyl)-2-methyl-3-pyridyl]ethanamine C(C1=CC=CC=C1)OC1=C(C(=NC(=C1)C1=C(C=C(C=C1)C(C)(C)C)C)C)CCN